FC1(CC(C1)(C1=NN=CN1C)C=1C=C(C=CC1)N1C=NC2=C(C=C(C=C2C1=O)CN1C[C@H](CCC1)C)C(F)(F)F)F (S)-3-(3-(3,3-Difluoro-1-(4-methyl-4H-1,2,4-triazol-3-yl)cyclobutyl)phenyl)-6-((3-methylpiperidin-1-yl)methyl)-8-(trifluoromethyl)quinazolin-4(3H)-one